FC1=CC(=CNC1=O)C(=O)NC 5-fluoro-N-methyl-6-oxo-1,6-dihydropyridine-3-carboxamide